O[C@@H]1CC[C@H](CC1)C(=O)N[C@@H](C)C1=NC(=NO1)C1=CC(=NC=C1)C(F)(F)F Trans-4-hydroxy-N-[(1S)-1-[3-[2-(trifluoromethyl)-4-pyridyl]-1,2,4-oxadiazol-5-yl]ethyl]cyclohexanecarboxamide